C(C1=CC=CC=C1)OC(=O)N[C@H]1CN(C[C@H]([C@@H]1F)O)C(=O)OC(C)(C)C |o1:11,15,16| tert-butyl rel-(3S,4R,5R)-3-(benzyloxycarbonylamino)-4-fluoro-5-hydroxy-piperidine-1-carboxylate